acrylamidoethanesulfonate C(C=C)(=O)NC(C)S(=O)(=O)[O-]